N-Aminopyrrolidine NN1CCCC1